OCCN(C1=CC=C(C=C1)N)CCO N,N-bis(β-hydroxyethyl)-para-phenylenediamine